4-[6-(3,6-dihydro-2H-pyran-4-yl)-5-(4-fluorophenyl)pyrrolo[2,3-f][1,3]benzothiazol-7-yl]benzoic acid methyl ester COC(C1=CC=C(C=C1)C1=C(N(C=2C1=CC1=C(N=CS1)C2)C2=CC=C(C=C2)F)C=2CCOCC2)=O